2-chloro-1-(2,4-dichlorophenyl)ethanone ClCC(=O)C1=C(C=C(C=C1)Cl)Cl